ClC=1C=C(C=CC1Cl)C12CN(CC2C1)CC(C)C 1-(3,4-dichlorophenyl)-3-isobutyl-3-aza-bicyclo[3.1.0]hexane